1-methyl-4-(2-aminoethyl)imidazole CN1C=NC(=C1)CCN